C(C)(C)C1CCN(CC1)C(=O)[O-] 4-isopropylpiperidine-1-carboxylate